C(=O)(O)C(CSC[C@H](N)C(=O)O)C S-(2-carboxypropyl)cysteine